C(C)OC(=O)C1CC2=CC(=CC(=C2C1)F)OS(=O)(=O)C(F)(F)F 4-fluoro-6-(trifluoromethylsulfonyloxy)indane-2-carboxylic acid ethyl ester